7-Chloro-2-(3,4-diaminophenethyl)isoquinolin-1(2H)-one ClC1=CC=C2C=CN(C(C2=C1)=O)CCC1=CC(=C(C=C1)N)N